4-nitrophenyl 1-(4-methoxy-3-(pyridin-4-yl) phenyl)-3-methyl-5-oxo-4,5-dihydro-1H-pyrazole-4-carboxylate COC1=C(C=C(C=C1)N1N=C(C(C1=O)C(=O)OC1=CC=C(C=C1)[N+](=O)[O-])C)C1=CC=NC=C1